(2S,4R)-2-(benzylcarbamoyl)-4-fluoropyrrolidine-1-carboxylic acid tert-butyl ester C(C)(C)(C)OC(=O)N1[C@@H](C[C@H](C1)F)C(NCC1=CC=CC=C1)=O